C(=O)(O)CN1N=NN=C1S 1-carboxymethyl-5-mercaptotetrazole